FC(OC=1C=NC(=NC1)NC1CCN(CC1)S(=O)(=O)C1=CC=C(CN2CCC(CC2)C2=CC=C3C(=NN(C3=C2F)C)N2C(NC(CC2)=O)=O)C=C1)F 1-(6-(1-(4-((4-((5-(difluoromethoxy)pyrimidin-2-yl)amino)piperidin-1-yl)sulfonyl)benzyl)piperidin-4-yl)-7-fluoro-1-methyl-1H-indazol-3-yl)dihydropyrimidine-2,4(1H,3H)-dione